2-Cyanoacetate C(#N)CC(=O)[O-]